C1=CC=C(C=C1)NO N-phenylhydroxylamine